COC(=O)C=1C2=C(N=CC1)N(C(=C2)Cl)C2CCCCC2 chloro-1-cyclohexyl-1H-pyrrolo[2,3-b]pyridine-4-carboxylic acid methyl ester